FC1(CN(C1)C(=O)C1=CC2=C(CNCC2)S1)F 3,3-difluoro-1-{4h,5h,6h,7h-thieno[2,3-c]pyridine-2-carbonyl}azetidine